1'-[2-(4-methanesulfonyl-phenoxy)ethyl]-5-methyl-1,2-dihydrospiro[indole-3,4'-piperidin]-2-one CS(=O)(=O)C1=CC=C(OCCN2CCC3(CC2)C(NC2=CC=C(C=C23)C)=O)C=C1